C(CSSCCN)N 2,2'-Dithiobisethanamin